3-(3-(1-(2-(5-((4,7-difluoro-1H-indol-5-yl)oxy)-2-fluorophenyl)-1H-imidazol-5-yl)-1-hydroxyethyl)phenyl)propanoic acid FC1=C2C=CNC2=C(C=C1OC=1C=CC(=C(C1)C=1NC(=CN1)C(C)(O)C=1C=C(C=CC1)CCC(=O)O)F)F